O1CC[C@H]2[C@@H]1CN(C2)C2=C(C=C1C(=N2)COC1)C(=O)OC |r| methyl 2-[rac-(3aR,6aR)-2,3,3a,4,6,6a-hexahydrofuro[2,3-c]pyrrol-5-yl]-5,7-dihydrofuro[3,4-b]pyridine-3-carboxylate